NC1=C(C(=O)NNC(C2=C(C=CC(=C2)F)F)=O)C=C(C=N1)Br 2-amino-5-bromo-N'-(2,5-difluorobenzoyl)nicotinoyl-hydrazine